tert-butyl [(1RS,2RS)-2-(6-fluoropyridin-2-yl)-2-hydroxy-1-(pyridin-2-yl)ethyl]carbamate FC1=CC=CC(=N1)[C@@H]([C@@H](C1=NC=CC=C1)NC(OC(C)(C)C)=O)O |r|